C(C)S(=O)(=O)N1C2(CC2)CC(CC1)CC1=CC=C(C=C1)NC(OCC1=CN=CO1)=O oxazol-5-ylmethyl (4-((4-(ethylsulfonyl)-4-azaspiro[2.5]octan-7-yl)methyl)phenyl)carbamate